CN1CC2N(C(C1)C2)C2=C(C(=CC=C2)N)N 3-(3-methyl-3,6-diazabicyclo[3.1.1]heptan-6-yl)benzene-1,2-diamine